FC(CN1N=NC2=C1C=C(C=C2)C=2C=CN1N=C(N=C(C12)OC)N[C@H]1C(CN(CC1)CCO)(F)F)F (R)-2-(4-((5-(1-(2,2-difluoroethyl)-1H-benzo[d][1,2,3]triazol-6-yl)-4-methoxypyrrolo[2,1-f][1,2,4]triazin-2-yl)amino)-3,3-difluoropiperidin-1-yl)ethan-1-ol